3-(tert-Butyl)aminopropan C(C)(C)(C)NCCC